5-(((4-((2-(hydroxymethyl)piperidin-1-yl)methyl)-7-((2-methyl-[1,1'-biphenyl]-3-yl)methoxy)-2,3-dihydro-1H-inden-5-yl)oxy)methyl)nicotinonitrile OCC1N(CCCC1)CC1=C2CCCC2=C(C=C1OCC=1C=NC=C(C#N)C1)OCC=1C(=C(C=CC1)C1=CC=CC=C1)C